[I-].C1=CC=CC2=[S+]C3=CC=CC=C3C=C12 thioxanthylium iodide